C(=O)O.S1C(=NC=C1)CC1=C(C=CC=C1)O 2-(thiazol-2-ylmethyl)phenol formate salt